5-methyl-1-(phenylsulfonyl)-6-(Trifluoromethyl)-1H-indole CC=1C=C2C=CN(C2=CC1C(F)(F)F)S(=O)(=O)C1=CC=CC=C1